C(C)(C)(C)C=1C=NN(C1)C(C1CCN(CC1)C(=O)N1C[C@@H]2[C@@H](OCC(N2)=O)CC1)C1=CC=C(C=C1)F |r| rac-(4aR,8aS)-6-[4-[(4-tert-Butylpyrazol-1-yl)-(4-fluorophenyl)methyl]piperidine-1-carbonyl]-4,4a,5,7,8,8a-hexahydropyrido[4,3-b][1,4]oxazin-3-one